(S)-1-(4-((4-(2-(4-(4-chlorophenyl)-2,3,9-trimethyl-6H-thieno[3,2-f][1,2,4]triazolo[4,3-a][1,4]diazepin-6-yl)ethyl)piperazin-1-yl)methyl)pyridin-3-yl)dihydropyrimidine-2,4(1H,3H)-dione ClC1=CC=C(C=C1)C1=N[C@H](C=2N(C3=C1C(=C(S3)C)C)C(=NN2)C)CCN2CCN(CC2)CC2=C(C=NC=C2)N2C(NC(CC2)=O)=O